Cl.O=C1NC(CCC1N1C(C2=CC(=C(C=C2C1=O)N1CCN(CC1)CCC1CCNCC1)F)=O)=O 2-(2,6-dioxohexahydropyridin-3-yl)-6-fluoro-5-{4-[2-(hexahydropyridin-4-yl)ethyl]piperazin-1-yl}isoindole-1,3-dione hydrochloride